C1OCC12CC(C2)NC(C2=NC=CC=C2)=O N-(2-oxaspiro[3.3]heptan-6-yl)picolinamide